(S)-(1-(4-((1-(3,4,5-trimethoxyphenyl)-1H-imidazol-4-yl)amino)-5,7-dihydrofuro[3,4-d]pyrimidin-2-yl)pyrrolidin-2-yl)methanol COC=1C=C(C=C(C1OC)OC)N1C=NC(=C1)NC=1C2=C(N=C(N1)N1[C@@H](CCC1)CO)COC2